(S)-N-(1-(6-bromo-1-cyclobutyl-5-fluoro-1H-indol-3-yl)-2,2-difluoroethyl)cyclopropanesulfonamide BrC1=C(C=C2C(=CN(C2=C1)C1CCC1)[C@@H](C(F)F)NS(=O)(=O)C1CC1)F